C(C)OC1=C(C=C2C(CN(C(C2=C1)CCC1=CNC2=CC=C(C=C12)OC)C(=O)N1CCOCC1)O)OC (7-ethoxy-4-hydroxy-6-methoxy-1-(2-(5-methoxy-1H-indol-3-yl)ethyl)-3,4-dihydroisoquinolin-2(1H)-yl)(morpholinyl)methanone